[C@H]1([C@H](O)[C@@H](O)[C@@H](O)[C@H](O1)CO)OC[C@@H]1[C@@H]([C@@H]([C@H]([C@H](O1)OC[C@H]([C@H]([C@@H]([C@H](C=O)O)O)O)O)O)O)O α-D-galactopyranosyl-(1->6)-α-D-galactopyranosyl-(1->6)-D-glucose